racemic-6,7-dimethoxy-1,2,3,4-tetrahydroisoquinoline COC=1C=C2CCNCC2=CC1OC